tert-butyl (3S)-3-[5-bromo-6-(2-cyano-3,6-difluoro-phenoxy)-4-oxo-quinazolin-3-yl]-1-oxa-8-azaspiro[4.5]decane-8-carboxylate BrC1=C2C(N(C=NC2=CC=C1OC1=C(C(=CC=C1F)F)C#N)[C@@H]1COC2(C1)CCN(CC2)C(=O)OC(C)(C)C)=O